cis-2,4-pentadienoamide C(\C=C/C=C)(=O)N